trichloro(pentamethylcyclopentadienyl)titanium (IV) Cl[Ti](C1(C(=C(C(=C1C)C)C)C)C)(Cl)Cl